C1CCC12CCN(CC2)C2=C(C(=O)N)C=CC=N2 2-(7-azaspiro[3.5]nonan-7-yl)nicotinamide